gamma-(N,N-dimethyl)aminopropyl-triethoxysilane bis(2-methyl-pentan-3-yl)3,14-dimethyl-7,10-dioxa-4,13-dithiahexadecanedioate CC(C)C(CC)OC(CC(SCCOCCOCCSC(CC(=O)OC(C(C)C)CC)C)C)=O.CN(C)CCC[Si](OCC)(OCC)OCC